6-(Azetidin-1-yl)-4-fluoro-N-(2-methyl-2H-benzotriazole-4-sulfonyl)-1-benzofuran-2-carboxamide N1(CCC1)C1=CC2=C(C=C(O2)C(=O)NS(=O)(=O)C2=CC=CC3=NN(N=C32)C)C(=C1)F